C(CC)(=O)ON1C(C1C)C [2,3-dimethyl-(1-aziridinyl)] propionate